(S)-2-(3-fluorophenyl)-2-(methylamino)cyclohexan-1-one FC=1C=C(C=CC1)[C@@]1(C(CCCC1)=O)NC